C(C)N1C(CNCC1)C ethyl-2-methylpiperazin